C[Si](N1C=CN(C=C1)[Si](C)(C)C)(C)C 1,4-bis(trimethylsilyl)-1,4-dihydro-pyrazine